4-[(3-bromo-2-methoxyphenyl)amino]-6-cyclopropaneamido-N-(2H3)methylpyridazine-3-carboxamide BrC=1C(=C(C=CC1)NC1=C(N=NC(=C1)NC(=O)C1CC1)C(=O)NC([2H])([2H])[2H])OC